3-(1-oxo-5-(((1R,2S)-2-((1-phenoxypropan-2-yl)amino)cyclohexyl)methyl)isoindolin-2-yl)piperidine-2,6-dione O=C1N(CC2=CC(=CC=C12)C[C@@H]1[C@H](CCCC1)NC(COC1=CC=CC=C1)C)C1C(NC(CC1)=O)=O